1,1-difluorohexadecan-2-one FC(C(CCCCCCCCCCCCCC)=O)F